FC1C=C(C=CC1(N)F)N 3,4-difluoro-1,4-phenylenediamine